COC1=NC=CC=C1NC1=NC=C2C(=N1)N(N=C2NC=2C(=NC=C(C(=O)O)C2)C)C 5-((6-((2-methoxypyridin-3-yl)amino)-1-methyl-1H-pyrazolo[3,4-d]pyrimidin-3-yl)amino)-6-methylnicotinic acid